N-octyl-4-methylpyridine hexafluorophosphate F[P-](F)(F)(F)(F)F.C(CCCCCCC)N1CC=C(C=C1)C